ClC1=CC=C(CN2N=C(C=CC2=O)C=2C=NC(=CC2)OCC2(CCN(CC2)C)F)C=C1 2-(4-chlorobenzyl)-6-(6-((4-fluoro-1-methylpiperidin-4-yl)methoxy)pyridin-3-yl)pyridazin-3(2H)-one